[Si](C)(C)(C(C)(C)C)OCC1CC=2C=C(C=C(C2C1)C#N)OCC=1N=COC1 2-[[tert-butyl(dimethyl)silyl]oxymethyl]-6-(1,3-oxazol-4-ylmethoxy)-2,3-dihydro-1H-indene-4-carbonitrile